C(=O)O.FC(CN1N=C(C(=C1)C1=CN=C2N1C=CN=C2NC2=CC(=C(C(=O)NCC(NCC1CNCC1)=O)C=C2)CC)C(F)(F)F)F 4-[[3-[1-(2,2-difluoroethyl)-3-(trifluoromethyl)pyrazol-4-yl]imidazo[1,2-a]pyrazin-8-yl]amino]-2-ethyl-N-[2-oxo-2-(pyrrolidin-3-ylmethylamino)ethyl]benzamide formate